FC(C1=C(C(=CC=C1)O)C1=C(C2=C(CN3[C@@H](CO2)CN(CC3)C(C=C)=O)C=C1F)F)F 1-[(12aR)-9-[2-(difluoromethyl)-6-hydroxyphenyl]-8,10-difluoro-3,4,12,12a-tetrahydro-6H-pyrazino[2,1-c][1,4]benzoxazepin-2(1H)-yl]prop-2-en-1-one